Perfluorohexyloctan FC(C(C(C(C(C(C(C(F)(F)F)(F)F)(F)F)(F)F)(F)F)(F)F)(F)F)(C(C(C(C(C(C(F)(F)F)(F)F)(F)F)(F)F)(F)F)(F)F)F